S(SCCC(=O)OCC=C)CCC(=O)OCC=C diallyl 3,3'-disulfanediyldipropionate